ClC1=CC=C(C2=CC=CC=C12)N1C(C=CC1=O)=O 1-(4-chloronaphthalen-1-yl)-1H-pyrrole-2,5-dione